N-[2-(4-amino-6-cyano-1H-indol-3-yl)ethyl]acetamide NC1=C2C(=CNC2=CC(=C1)C#N)CCNC(C)=O